5-(4-(piperazine-1-carbonyl)phenyl)-N-(3-acetamidophenyl)nicotinamide N1(CCNCC1)C(=O)C1=CC=C(C=C1)C=1C=NC=C(C(=O)NC2=CC(=CC=C2)NC(C)=O)C1